(4-methoxyphenyl)-5-nitrofuran-2-carboxamide COC1=CC=C(C=C1)C1=C(OC(=C1)[N+](=O)[O-])C(=O)N